COC(=O)C=1NC2=CC=CC(=C2C1C)C=1C(=NN(C1C)C)CNS(=O)(=O)C1=C(C=CC=C1)[N+](=O)[O-] 4-(1,5-dimethyl-3-(((2-nitrophenyl)sulfonylamino)methyl)-1H-pyrazol-4-yl)-3-methyl-1H-indole-2-carboxylic acid methyl ester